N1=CC=CC2=CC(=CC=C12)OC1=CC=CC(=N1)N 6-(quinolin-6-yloxy)pyridin-2-amine